FC=1C=C(C=C2C(=C(C=NC12)C#N)NCC(C)(C)C)N[C@H](C=1N=NN(C1)C1(CC1)C)C=1C(=NC(=CC1)F)C (S)-8-fluoro-6-(((6-fluoro-2-methylpyridin-3-yl)(1-(1-methylcyclopropyl)-1H-1,2,3-triazol-4-yl)methyl)amino)-4-(neopentylamino)quinoline-3-carbonitrile